O=C1NC(CCC1N1C(N(C2=C1C=CC(=C2)N2CCC(CC2)CC(=O)N)C)=O)=O [1-[1-(2,6-dioxo-3-piperidyl)-3-methyl-2-oxo-benzimidazol-5-yl]-4-piperidyl]acetamide